2-(cis-3-((4-methoxy-5-(quinoxalin-6-yl)pyrrolo[2,1-f][1,2,4]triazin-2-yl)amino)cyclobutyl)propan-2-ol COC1=NC(=NN2C1=C(C=C2)C=2C=C1N=CC=NC1=CC2)N[C@H]2C[C@H](C2)C(C)(C)O